N-((5-chloro-6-(thiazol-4-ylmethoxy)-1H-indol-2-yl)methyl)azetidine-1-carboxamide ClC=1C=C2C=C(NC2=CC1OCC=1N=CSC1)CNC(=O)N1CCC1